FC(OC=1C=C(C(=O)N[C@@H](C)C2=NC(=NN2C=2N=CC(=NC2)C(=O)OC)C)C=C(C1)OC(F)(F)F)(F)F methyl 5-(5-{(1S)-1-[3,5-bis(trifluoromethoxy)benzamido]ethyl}-3-methyl-1H-1,2,4-triazol-1-yl)pyrazine-2-carboxylate